CN1N=C(N=N1)C=1C=C(C(=O)OC)C=CC1NC1=CC=C(C=C1)C(F)(F)F methyl 3-(2-methyl-2H-tetrazol-5-yl)-4-((4-(trifluoromethyl)phenyl)amino)benzoate